ClC1=C(C=C(C=C1)NC(=O)N1C2CC(CC1C2)C)C2CC(C2)=O cis-N-(4-chloro-3-(3-oxocyclobutyl)phenyl)-3-methyl-6-azabicyclo[3.1.1]heptane-6-carboxamide